FC=1C(=CC2=C(C(N3[C@@H](CO2)C[C@@H](C3)O)=O)C1OCCCCC)C (2S,11aR)-7-fluoro-2-hydroxy-8-methyl-6-(pentyloxy)-2,3,11,11a-tetrahydro-1H,5H-benzo[f]pyrrolo[2,1-c][1,4]oxazepine-5-one